CC(=CC#N)CCC=C(C)C 3,7-DIMETHYLOCTA-2,6-DIENENITRILE